ClC1=C(C(=CC=C1)C)C1=NC=C(C=N1)C(=O)N (2-chloro-6-methylphenyl)pyrimidine-5-carboxamide